6,6'-(2,2'-dichloro-[1,1'-biphenyl]-3,3'-diyl)bis(2-methoxynicotinic acid) ClC1=C(C=CC=C1C1=NC(=C(C(=O)O)C=C1)OC)C1=C(C(=CC=C1)C1=NC(=C(C(=O)O)C=C1)OC)Cl